6,6'-difluoro-3,3'-bis((S)-4-methylenepyrrolidin-2-yl)methyl-1H,1'H-2,2'-biindole FC1=CC=C2C(=C(NC2=C1)C=1NC2=CC(=CC=C2C1C[C@H]1NCC(C1)=C)F)C[C@H]1NCC(C1)=C